(((9,10-dioxo-9,10-dihydroanthracene-1,4-diyl)bis(azanediyl)) bis(4,1-phenylene))bis(ethane-2,1-diyl)bis(2-methylacrylate) O=C1C2=CC=CC=C2C(C=2C(=CC=C(C12)NC1=CC=C(C=C1)CCC=C(C(=O)[O-])C)NC1=CC=C(C=C1)CCC=C(C(=O)[O-])C)=O